C1(=CC=CC=C1)SC=1C=C2C=NNC(C2=CC1)=O 6-(phenylthio)phthalazin-1(2H)-one